C(C=C)[C@@H]1[C@@H]2CC[C@H](CN1CC1=CC=C(C=C1)OC)N2C(=O)OC(C)(C)C tert-butyl (1S,2R,5R)-2-allyl-3-(4-methoxybenzyl)-3,8-diazabicyclo[3.2.1]octane-8-carboxylate